4-[[4-(3-chlorophenyl)-1-piperazinyl]carbonyl]-2-(3-methoxyphenyl)-1(2H)-phthalazinone ClC=1C=C(C=CC1)N1CCN(CC1)C(=O)C1=NN(C(C2=CC=CC=C12)=O)C1=CC(=CC=C1)OC